N[C@@H](CCONC(=N)N)C(=S)O thiocanavanin